benzensulfonate C1(=CC=CC=C1)S(=O)(=O)[O-]